COC=1C=C(C=C2C(=NC=NC12)N[C@H](C)C=1N=NC(=CC1)C)C1=NC=C(C=C1)C 8-Methoxy-N-[(1R)-1-(6-methylpyridazin-3-yl)ethyl]-6-(5-methyl-2-pyridyl)quinazolin-4-amine